4-((imidazo[1,2-b]pyridazin-6-yloxy)methyl)-2-oxabicyclo[2.1.1]hexan N=1C=CN2N=C(C=CC21)OCC21COC(C2)C1